ethyl-(thiophenic acid) C(C)C1=C(SC=C1)C(=O)O